N-((1s,4s)-4-((3,3-dimethylbut-2-yl)amino)cyclohexyl)-4-isopropyl-5-(8-methyl-[1,2,4]triazolo[1,5-a]pyridin-6-yl)-1H-pyrazole-3-carboxamide CC(C(C)NC1CCC(CC1)NC(=O)C1=NNC(=C1C(C)C)C=1C=C(C=2N(C1)N=CN2)C)(C)C